C(C)N(CC)CC1=C(N=C2N1C=CC=C2)C=2SC=CC2 N-ethyl-N-((2-(thiophen-2-yl)imidazo[1,2-a]pyridin-3-yl)methyl)ethanamine